5-(4-chlorophenyl)-1-methyl-7-(1-methyl-1H-indol-3-yl)-3-propyl-1H-pyrazolo[4,3-d]pyrimidine ClC1=CC=C(C=C1)C=1N=C(C2=C(N1)C(=NN2C)CCC)C2=CN(C1=CC=CC=C21)C